1-stearyl-2-linoleoyl-3-acetyl-glycerol C(CCCCCCCCCCCCCCCCC)OCC(OC(CCCCCCC\C=C/C\C=C/CCCCC)=O)COC(C)=O